3,4-diethyl-6-hydroxybenzo[c][1,2]oxathiine 1,1-dioxide C(C)C1=C(C2=C(S(O1)(=O)=O)C=CC(=C2)O)CC